NC1=C2C(=NC=N1)N(N=C2C#CC2=CC1=C(N(C(=N1)C)C)C=C2)[C@H]2C[C@@H](N(C2)C(C=C)=O)COC 1-((2R,4S)-4-(4-amino-3-((1,2-dimethyl-1H-benzo[d]imidazol-5-yl)ethynyl)-1H-pyrazolo[3,4-d]pyrimidin-1-yl)-2-(methoxymethyl)pyrrolidin-1-yl)prop-2-en-1-one